p-1-(1,1-dimethylethoxy)ethoxystyrene CC(C)(OC(C)OC1=CC=C(C=C)C=C1)C